O=C(C(=O)O)CCC(=O)O.O=C(C(=O)O)CCC(=O)O oxoglutaric acid (oxoglutarate)